(2RS)-2-aminobutane-1,4-diol N[C@@H](CO)CCO |r|